C(=O)O.BrCC\C=C/CCCCC bromo-cis-3-nonene format